OC=1N=CC=C2C1N(C=C2C2=NC1=C(N2[C@H](C2CCOCC2)C2=CC=CC=C2)C=CC=C1NS(=O)(=O)C)C (R)-N-(2-(7-hydroxy-1-methyl-1H-pyrrolo[2,3-c]pyridin-3-yl)-1-(phenyl(tetrahydro-2H-pyran-4-yl)methyl)-1H-benzo[d]imidazol-4-yl)methanesulfonamide